(S)-2-((4-(6-((2-ethylpyrazolo[1,5-a]pyridin-6-yl)methoxy)pyridin-2-yl)pyridin-1-yl)methyl)-1-((oxetan-2-yl)methyl)-1H-benzo[d]imidazole-6-carboxylic acid C(C)C1=NN2C(C=CC(=C2)COC2=CC=CC(=N2)C2=CCN(C=C2)CC2=NC3=C(N2C[C@H]2OCC2)C=C(C=C3)C(=O)O)=C1